NC1=C(C=2OCCCCC2S1)C(=O)C1=C(C=CC=C1F)F (2-amino-5,6,7,8-tetrahydrothieno[3,2-b]oxepin-3-yl)-(2,6-difluorophenyl)methanone